6-(1H-indazol-6-yl)-3-methyl-3,4-dihydropyridine N1N=CC2=CC=C(C=C12)C1=CCC(C=N1)C